C(C1=CC=CC=C1)NCCCN1N=CN=C1 N-benzyl-3-(1H-1,2,4-triazol-1-yl)propan-1-amine